2-bromo-3-(bromomethyl)norbornane BrC1C2CCC(C1CBr)C2